O[C@@H](CC=O)C=1SC(=CC1)Cl (S)-3-hydroxy-3-(5-chloro-2-thienyl)-propanal